eleostearate calcium [Ca+2].C(CCCCCCCC=CC=CC=CCCCC)(=O)[O-].C(CCCCCCCC=CC=CC=CCCCC)(=O)[O-]